Cl.NC(C(=O)N1CCN(CC1)C(=O)NC1=NC(N(C=C1)C1=CC=C(C=C1)CN1C[C@@H](CC1)N)=O)(C)C 4-(2-Amino-2-methylpropanoyl)-N-[1-(4-{[(3R)-3-aminopyrrolidin-1-yl]methyl}phenyl)-2-oxo-1,2-dihydropyrimidin-4-yl]piperazine-1-carboxamide hydrochloride salt